FC(S(=O)(=O)C(S(=O)(=O)C(F)(F)F)(S(=O)(=O)C(F)(F)F)[Li])(F)F tri(trifluoromethyl-sulfonyl)methyllithium